2,3-dihydroxypropyl-trimethylammonium chloride [Cl-].OC(C[N+](C)(C)C)CO